CN1C(=NN=C1)CC1(COC1)C=1C=C(C=CC1)NC(=O)C1=NC(=NC=C1)C(F)(F)F N-(3-(3-((4-methyl-4H-1,2,4-triazol-3-yl)methyl)oxetan-3-yl)phenyl)-2-(trifluoromethyl)pyrimidine-4-carboxamide